bis(p-carboxyphenoxy)propan C(=O)(O)C1=CC=C(OC(C)(C)OC2=CC=C(C=C2)C(=O)O)C=C1